N-(5-chloro-6-(2H-1,2,3-triazol-2-yl)pyridin-3-yl)-2-fluoro-8,8-dimethyl-7,8-dihydro-6H-cyclopenta[e]pyrazolo[1,5-a]pyrimidine-6-carboxamide ClC=1C=C(C=NC1N1N=CC=N1)NC(=O)C1CC(C2=C1C=NC=1N2N=C(C1)F)(C)C